NCCOCCOCCNC([O-])=O 2-(2-(2-Aminoethoxy)ethoxy)ethylcarbamate